(2R)-4-[(2R)-3-(3,4-dihydro-1H-isoquinolin-2-yl)-2-hydroxy-propyl]-8-[[1-[(2R)-2-hydroxypropyl]-4-piperidinyl]oxy]-2-methyl-2,3-dihydro-1,4-benzoxazepin-5-one C1N(CCC2=CC=CC=C12)C[C@H](CN1C[C@H](OC2=C(C1=O)C=CC(=C2)OC2CCN(CC2)C[C@@H](C)O)C)O